NC=1C2=C(N=CN1)N(C1=C2N=C(C=C1)C(F)(F)F)CC(=O)O 2-(4-amino-6-(trifluoromethyl)-9H-pyrido[2',3':4,5]pyrrolo[2,3-d]pyrimidin-9-yl)acetic acid